4-((4,6-bis(3-(didecylamino)propoxy)-1,3,5-triazin-2-yl)amino)butan-1-ol C(CCCCCCCCC)N(CCCOC1=NC(=NC(=N1)OCCCN(CCCCCCCCCC)CCCCCCCCCC)NCCCCO)CCCCCCCCCC